3-bromo-5,7-dimethyl-1-adamantyl-methanol BrC12CC3(CC(CC(C1)(C3)C)(C2)C)CO